COCCCNC(C1=C(C=C(C=C1)C(C1=C(C=C(C=C1)[N+](=O)[O-])C)=O)C)=O N-(3-methoxypropyl)-2-methyl-4-(2-methyl-4-nitrobenzoyl)-benzamide